(+)-(S)-ethyl 2-(2-((7-(2-((1,1-dimethylethylsulfinamido)methyl)pyridin-4-yl)-2-fluorobenzofuran-5-yl)methoxy)-4-methylphenyl)acetate CC(C)([S@](=O)NCC1=NC=CC(=C1)C1=CC(=CC=2C=C(OC21)F)COC2=C(C=CC(=C2)C)CC(=O)OCC)C